ClC=1C(=NC(=C(C(=O)NC2=CC(=NC=C2)C(N)=NO)C1)N1CCC(CCC1)(F)F)C 5-chloro-2-(4,4-difluoroazepan-1-yl)-N-(2-(N'-hydroxyamidino)pyridin-4-yl)-6-methylnicotinamide